4-(4-((5-chloro-4-((1-methyl-2-oxo-3-(2-oxopropoxy)-1,2-dihydroquinolin-6-yl)amino)pyrimidin-2-yl)ethynyl)piperidin-1-yl)-2-(2,6-dioxopiperidin-3-yl)isoindoline-1,3-dione ClC=1C(=NC(=NC1)C#CC1CCN(CC1)C1=C2C(N(C(C2=CC=C1)=O)C1C(NC(CC1)=O)=O)=O)NC=1C=C2C=C(C(N(C2=CC1)C)=O)OCC(C)=O